6-chloro-8-fluoro-7-(5-methyl-1H-indazol-4-yl)-2-((1-methylpiperidin-4-yl)oxy)-4-(2,6-diazaspiro[3.4]oct-6-yl)quinazoline ClC=1C=C2C(=NC(=NC2=C(C1C1=C2C=NNC2=CC=C1C)F)OC1CCN(CC1)C)N1CC2(CNC2)CC1